C1(CC1)CN(C1CCC(CC1)N(C1=C(C(N(C=2C=CC(=NC12)C#N)C)=O)C#N)C)C=1C=C2C(N(CC2=CC1)C)=O 8-((4-((cyclopropylmethyl)(2-methyl-3-oxoisoindolin-5-yl)amino)cyclohexyl)(methyl)amino)-5-methyl-6-oxo-5,6-dihydro-1,5-naphthyridine-2,7-dicarbonitrile